tert-Butyl-4-{[(3-{[2-(4-methoxyphenyl)quinolin-4-yl]amino}propyl)amino]methyl}piperidine-1-carboxylate C(C)(C)(C)OC(=O)N1CCC(CC1)CNCCCNC1=CC(=NC2=CC=CC=C12)C1=CC=C(C=C1)OC